1-bromoiso-propyl acrylate C(C=C)(=O)OC(C)(C)Br